CN1C(C(=CC=C1)C)=O 1,3-dimethylpyridin-2-one